(5-(cyclopropylmethoxy)-2-fluorophenyl)methylamine C1(CC1)COC=1C=CC(=C(C1)CN)F